C(#N)C1=CC(=C(COC2=CC=CC(=N2)C2CCC(CC2)N(C2=NC3=C(N2C)C=C(C=C3OC(F)F)C(=O)O)C)C=C1)F 2-(((1s,4s)-4-(6-((4-Cyano-2-fluorobenzyl)oxy)pyridin-2-yl)cyclohexyl)(methyl)amino)-4-(difluoromethoxy)-1-methyl-1H-benzo[d]imidazole-6-carboxylic acid